OC1(CCC(CC1)C(=O)N1CCC(CC1)CC1=NC=2NCCCC2C=C1)CC(=O)O 2-(1-hydroxy-4-(4-((5,6,7,8-tetrahydro-1,8-naphthyridin-2-yl)methyl)piperidine-1-carbonyl)cyclohexyl)acetic acid